O1CCCC=C1C1=NN2C(N(C(=C(C2=O)N2CCNCC2)CC)CC(=O)NC2=C(C=C(C=C2)C(F)(F)F)C)=N1 2-(2-(3,4-Dihydro-2H-pyran-6-yl)-5-ethyl-7-oxo-6-(piperazin-1-yl)-[1,2,4]triazolo[1,5-a]pyrimidin-4(7H)-yl)-N-(2-methyl-4-(trifluoromethyl)phenyl)acetamide